C(C)(C)(C)C1=CN=C(O1)CSC1=CN=C(S1)NC(=O)C1CCN(CC1)CC1=CC(=C(C=C1)C1C(NC(CC1)=O)=O)F N-(5-(((5-(tert-butyl)oxazol-2-yl)methyl)thio)thiazol-2-yl)-1-(4-(2,6-dioxopiperidin-3-yl)-3-fluorobenzyl)piperidine-4-carboxamide